1-(2-((1S,4aS,4bR,6aR,8R,11aS,11bR,13aS)-8-hydroxy-8,13a-dimethyloctadecahydro-1H-cyclohepta[a]phenanthren-1-yl)-2-oxoethyl)-1H-pyrazole-4-carbonitrile O[C@]1(C[C@@H]2[C@@H]([C@H]3CC[C@@]4([C@H](CCC[C@H]4[C@@H]3CC2)C(CN2N=CC(=C2)C#N)=O)C)CCC1)C